(R)-5-(3-(1-(5-(azetidin-3-ylamino)-2-methylbenzamido)ethyl)phenyl)-N-methylthiophene-2-carboxamide N1CC(C1)NC=1C=CC(=C(C(=O)N[C@H](C)C=2C=C(C=CC2)C2=CC=C(S2)C(=O)NC)C1)C